FC(OCCN1N=CC(=C1)C(=O)N)F 1-(2-(difluoromethoxy)ethyl)-1H-pyrazole-4-carboxamide